1-(2-bromo-5-methyl-4-pyridyl)-3-chloro-4-hydroxy-6-methyl-pyridin-2-one BrC1=NC=C(C(=C1)N1C(C(=C(C=C1C)O)Cl)=O)C